tert-butyl ((2R,3R)-4-((tert-butyldimethylsilyl)oxy)-3-(2-cyanobenzyl)butan-2-yl)carbamate [Si](C)(C)(C(C)(C)C)OC[C@@H]([C@@H](C)NC(OC(C)(C)C)=O)CC1=C(C=CC=C1)C#N